(E)-3-adamantyl-2-butenylborane C12(CC3CC(CC(C1)C3)C2)/C(=C/CB)/C